tert-butyl (R)-3,4-dichloro-1-(((S)-1-methylpyrrolidin-2-yl)methoxy)-12-oxo-6a,7,9,10-tetrahydro-12H-pyrazino[2,1-c]pyrido[3,4-f][1,4]oxazepine-8(6H)-carboxylate ClC1=C(C2=C(C(N3[C@@H](CO2)CN(CC3)C(=O)OC(C)(C)C)=O)C(=N1)OC[C@H]1N(CCC1)C)Cl